N1(CCCC1)C(C(=C)C1=CC=C(C=C1)C)=O (pyrrolidin-1-yl)-2-(p-tolyl)prop-2-en-1-one